C(C1=CC=CC=C1)(C1=CC=CC=C1)N1CC(C1)=C(CO)Cl 2-(1-benzhydryl-azetidin-3-ylidene)-2-chloroethane-1-ol